CNC(C)C1=CC=CC2=CC=CC=C12 N-methyl-1-(naphthalen-1-yl)ethan-1-amine